quinoxalino[2,3-b]quinoxaline C1=CC=CC2=NC=3C(=NC4=CC=CC=C4N3)N=C12